CC(=CCC/C(=C/CC1=C(C=CC(=C1)O)O)/CO)C The molecule is a polyprenylhydroquinone consisting of hydroquinone in which the hydrogen at position 2 is substituted by a (2Z)-3-(hydroxymethyl)-7-methylocta-2,6-dien-1-yl group. It is a polyprenylhydroquinone and a terpenoid. It derives from a geranylhydroquinone.